(2,2-dimethyl-1,3-dioxan-5-yl)methanethiol CC1(OCC(CO1)CS)C